4-(5-methyl-1H-indazol-4-yl)-2-(2-(2-propenoyl)-2,6-diazaspiro[3.4]octan-6-yl)-6,7,8,9-tetrahydro-5H-cyclohepta[b]pyridine-3-carbonitrile CC=1C(=C2C=NNC2=CC1)C1=C2C(=NC(=C1C#N)N1CC3(CN(C3)C(C=C)=O)CC1)CCCCC2